NCCNCCCS(=O)(=O)O 3-(2-aminoethylamino)propanesulfonic acid